4-Amino-2,6-diphenylphenol NC1=CC(=C(C(=C1)C1=CC=CC=C1)O)C1=CC=CC=C1